CCCCCCCCCCCCCCCCCC(=O)O[C@H](COC(=O)CCCCCCCCCCCCCCC)COP(=O)(O)OC[C@H](CO)O The molecule is a 1,2-diacyl-sn-glycero-3-phospho-(1'-sn-glycerol) in which the 1- and 2-acyl groups are specified as hexadecanoyl (palmitoyl) and octadecanoyl (stearoyl) respectively. It is a conjugate acid of a 1-hexadecanoyl-2-octadecanoyl-sn-glycero-3-phospho-(1'-sn-glycerol)(1-).